C(C)OC(=O)C1OCC(CC1)C(NCC1=C(N=C(N=N1)N)O)=O 5-(((3-amino-5-hydroxy-1,2,4-triazin-6-yl)methyl)carbamoyl)tetrahydro-2H-pyran-2-carboxylic acid ethyl ester